1-(2-methoxybenzyl)cyclopropan-1-amine hydrochloride Cl.COC1=C(CC2(CC2)N)C=CC=C1